ClC1=CC2=C(N(C(C(N2C)=O)=O)C2CCN(CC2)C2=NC=C(C=N2)CN2CCOCC2)N=C1 7-chloro-1-methyl-4-(1-(5-(morpholinomethyl)pyrimidin-2-yl)piperidin-4-yl)-1,4-dihydropyrido[2,3-b]pyrazine-2,3-dione